N-methyl-2-oxo-N-(tetrahydro-2H-pyran-4-yl)-4-(o-tolyl)-2H-chromene-7-carboxamide CN(C(=O)C1=CC=C2C(=CC(OC2=C1)=O)C1=C(C=CC=C1)C)C1CCOCC1